3-(3-(benzyloxy)-2-(1,3-dioxolan-2-yl)phenoxy)cyclobutane-1-carboxylic acid C(C1=CC=CC=C1)OC=1C(=C(OC2CC(C2)C(=O)O)C=CC1)C1OCCO1